(R)-3-(hydroxymethyl)pyrrolidine-1-carboxylic acid benzyl ester C(C1=CC=CC=C1)OC(=O)N1C[C@@H](CC1)CO